C(C1=CC=C(C(C)C)C=C1)CC(=O)O.C(C)(=O)OCC1=CC=C(C=C1)C(C)C 4-isopropylbenzyl acetate (cuminyl acetate)